4-hydroxy-3-methyltetrahydrofuran OC1C(COC1)C